ClC1=CC(=C(C=C1)OC1=NC=CC=C1C=O)F ((4-chloro-2-fluorophenyl)oxy)-3-pyridinecarboxaldehyde